BrC1=CC=2OCC(CC2S1)N(C(OC(C)(C)C)=O)C tert-butyl N-(2-bromo-6,7-dihydro-5H-thieno[3,2-b]pyran-6-yl)-N-methyl-carbamate